FC1(CNCC[C@H]1NC1=NN2C(C=N1)=C(C=C2C(C)C)F)F (4R)-3,3-difluoro-N-{5-fluoro-7-isopropylpyrrolo[2,1-f][1,2,4]triazin-2-yl}piperidin-4-amine